ONC(C1=CC=C(C=C1)NC1=NC2=C(N1C)C=CC=C2)=O N-hydroxy-4-(1-methyl-1H-benzo[d]imidazol-2-ylamino)benzamide